ClCC1=CC=C(C=C1)N1C(=NC=2C1=NC(=CC2)C=2C=NC(=CC2)OC[2H])C=2C(=NC=CN2)N 3-(3-(4-(Chloromethyl)phenyl)-5-(6-(methoxy-d1)pyridin-3-yl)-3H-imidazo[4,5-b]pyridin-2-yl)pyrazin-2-amine